N-((1-cyanoazetidin-3-yl)methyl)benzo[d]thiazole-2-carboxamide C(#N)N1CC(C1)CNC(=O)C=1SC2=C(N1)C=CC=C2